C(CCCCCCCCCCC)OC dodecyloxy-methane